(R)-4-((1-(3-(difluoromethyl)-2-fluorophenyl)ethyl)amino)-6-(1-(fluoromethyl)cyclopropyl)-2-Methyl-8-vinylpyrido[4,3-d]pyrimidin-7(6H)-one FC(C=1C(=C(C=CC1)[C@@H](C)NC=1C=2C(N=C(N1)C)=C(C(N(C2)C2(CC2)CF)=O)C=C)F)F